1,2-dichloro-4-(5-fluoro-2-nitrophenoxy)benzene ClC1=C(C=C(C=C1)OC1=C(C=CC(=C1)F)[N+](=O)[O-])Cl